phospholate P1C(=CC=C1)C(=O)[O-]